(S)-5-((3-chlorobenzyl)oxy)-2-(6-fluoro-benzo[d]oxazol-2-yl)-6-methoxy-1,2,3,4-tetrahydroisoquinoline-3-carboxylic acid ClC=1C=C(COC2=C3C[C@H](N(CC3=CC=C2OC)C=2OC3=C(N2)C=CC(=C3)F)C(=O)O)C=CC1